[SiH3][SiH2][SiH2][SiH2][SiH3] n-pentasilane